N1N=NN=C1C=1C=NC=C(C1)C1=CC=CC=C1C(=O)O 3-(tetrazole-5-yl)pyridine-5-benzoic acid